tert-Butyl 3-(((2S,5R)-1-(tert-butoxycarbonyl)-5-formylpyrrolidin-2-yl)-methyl)piperidine-1-carboxylate C(C)(C)(C)OC(=O)N1[C@@H](CC[C@@H]1C=O)CC1CN(CCC1)C(=O)OC(C)(C)C